(2S,3R)-3-((2-aminopyridin-4-yl)methyl)-N2-(1-methyl-1H-pyrazol-3-yl)-N1-((R)-1-cyclohexylethyl)-N2-methyl-4-oxoazetidine-1,2-dicarboxamide NC1=NC=CC(=C1)C[C@@H]1[C@H](N(C1=O)C(=O)N[C@H](C)C1CCCCC1)C(=O)N(C)C1=NN(C=C1)C